FC1(C(C2=C(C=CC(=C2C1)OC1C(=CCCC1)F)SC(F)(F)F)O)F 2,2-difluoro-4-(2-fluorocyclohex-2-en-1-oxy)-7-(trifluoromethylsulfanyl)-2,3-dihydro-1H-inden-1-ol